2-(hex-5-yn-1-yl)-4,6-bis({[(3R,4R,5S,6S)-4,5,6-trihydroxy-3-(hydroxymethyl)oxan-2-yl]oxy})benzoic acid C(CCCC#C)C1=C(C(=O)O)C(=CC(=C1)OC1O[C@@H]([C@H]([C@@H]([C@H]1CO)O)O)O)OC1O[C@@H]([C@H]([C@@H]([C@H]1CO)O)O)O